isopropyl (S)-6-diazo-2-((S)-3-(7-fluoro-1H-indol-3-yl)-2-(isobutyryloxy)propanamido)-5-oxohexanoate [N+](=[N-])=CC(CC[C@@H](C(=O)OC(C)C)NC([C@H](CC1=CNC2=C(C=CC=C12)F)OC(C(C)C)=O)=O)=O